BrC=1C=NC=C(C1N1C(CCCC1)C(=O)O)[N+](=O)[O-] 1-(3-Bromo-5-nitropyridin-4-yl)piperidine-2-carboxylic acid